CiTriC ACid N-(3-fluoro-5-(3-(trifluoromethyl)phenoxy)phenyl)acrylamide FC=1C=C(C=C(C1)OC1=CC(=CC=C1)C(F)(F)F)NC(C=C)=O.C(CC(O)(C(=O)O)CC(=O)O)(=O)O